C(N)(OC1=CC=C(C=C1)C)=O p-toluyl carbamate